CC(C)C1=C(C(=CC(=C1)C(C)C)C(C)C)S(=O)(=O)Cl 2,4,6-tri(propan-2-yl)benzene-1-sulfonyl chloride